(3Z,6Z,9S,10R)-9,10-epoxy-octadecadienoic acid C(\C=C/C=CCCC[C@H]1[C@@H](CCCCCCCC)O1)(=O)O